3-tert-butoxy-N-[[4-[6-[4-[[4-[5-[(2,6-dioxo-3-piperidyl)amino]-2-pyridyl]-1-piperidyl]methyl]phenyl]pyrrolo[2,1-f][1,2,4]triazin-4-yl]-2-fluoro-phenyl]methyl]azetidine-1-carboxamide C(C)(C)(C)OC1CN(C1)C(=O)NCC1=C(C=C(C=C1)C1=NC=NN2C1=CC(=C2)C2=CC=C(C=C2)CN2CCC(CC2)C2=NC=C(C=C2)NC2C(NC(CC2)=O)=O)F